COC1=C(C=C(N)C=C1)C1=C(C=2C(=CN=CC2)N1)C 4-methoxy-3-[3-methyl-1H-pyrrolo[2,3-c]pyridin-2-yl]aniline